pyrazolo[4,3-c]pyridine-6-carboxamide N=1N=CC2=CN=C(CC21)C(=O)N